4-(((5-(((6-cyclopropylimidazo[1,2-a]pyridin-2-yl)methyl)amino)pyridazin-3-yl)amino)methyl)-3,5-dimethylbenzimidamide formic acid salt C(=O)O.C1(CC1)C=1C=CC=2N(C1)C=C(N2)CNC=2C=C(N=NC2)NCC2=C(C=C(C(N)=N)C=C2C)C